O.N1(N=NC2=C1C=CC=C2)O benzo[d][1,2,3]triazol-1-ol hydrate